CN(C1=CN=NC2=C(C=CC=C12)C(=O)N)C1CC(NC(C1)(C)C)(C)C 4-[methyl(2,2,6,6-tetramethylpiperidin-4-yl)amino]cinnoline-8-carboxamide